2-azaspiro[3.3]heptan C1NCC12CCC2